NS(=O)(=O)C1=CC=C(C=C1)NC(=S)N1CCN(CC1)CC=CC1=CC=CC=C1 N-[4-(aminosulfonyl)phenyl]-4-(3-phenyl-2-propen-1-yl)-1-piperazinecarbothioamide